rubidium dodecylsulfonate C(CCCCCCCCCCC)S(=O)(=O)[O-].[Rb+]